ClC1=C(C=C(N=N1)N[C@H]1CN(CCC1)CCO)C(F)(F)F (R)-2-(3-((6-chloro-5-trifluoromethylpyridazin-3-yl)amino)piperidin-1-yl)ethan-1-ol